6-[2-(2,2-difluoroethoxy)phenyl]-2-(difluoromethyl)-5-oxo-N-[4-(1,1,3,3-tetrafluoro-2-hydroxypropan-2-yl)phenyl]-2,5-dihydropyridazine-4-carboxamide FC(COC1=C(C=CC=C1)C=1C(C(=CN(N1)C(F)F)C(=O)NC1=CC=C(C=C1)C(C(F)F)(C(F)F)O)=O)F